Cl.N[C@@H](C)C1=C(C=C(C(=O)OC)C=C1)F Methyl (S)-4-(1-aminoethyl)-3-fluorobenzoate Hydrochloride